2-cyclopropyl-4-(trifluoromethyl)thiazole-5-carboxylic acid C1(CC1)C=1SC(=C(N1)C(F)(F)F)C(=O)O